BrCC=1C=CC2=C(N(N=N2)C)C1 6-(bromomethyl)-1-methyl-benzotriazole